2-(2,6-dioxo-3-piperidyl)-4-[(6-methyl-4-phenoxy-3-pyridyl)amino]isoindoline-1,3-dione O=C1NC(CCC1N1C(C2=CC=CC(=C2C1=O)NC=1C=NC(=CC1OC1=CC=CC=C1)C)=O)=O